5-[3-[N'-(2-ethyl-5-fluoro-4-hydroxy-phenyl)carbamimidoyl]-4-[[[(R)-pyrrolidin-2-yl]methyl]amino]pyrrolo[1,2-b]pyridazin-6-yl]-N-(2-methoxyethyl)-4-methyl-pyridine-2-carboxamide C(C)C1=C(C=C(C(=C1)O)F)N=C(N)C1=C(C=2N(N=C1)C=C(C2)C=2C(=CC(=NC2)C(=O)NCCOC)C)NC[C@@H]2NCCC2